(2-chloro-4-((R)-3-Methylmorpholino)thieno[3,2-d]pyrimidin-7-yl)((S)-2-(hydroxymethyl)pyrrolidin-1-yl)methanone ClC=1N=C(C2=C(N1)C(=CS2)C(=O)N2[C@@H](CCC2)CO)N2[C@@H](COCC2)C